ClC=1C=NC=CC1C1=NC2=CN=CC=C2C(=C1)N(CC)CC 2-(3-chloropyridin-4-yl)-N,N-diethyl-1,7-naphthyridin-4-amine